COC(CNBr)CC1=CC=CC(=C1)OC 2,5-dimethoxybromophenylpropylamine